3,4-dimethyl-8-(3-phenylpyrrolidin-1-yl)pyrimido[4',5':4,5]thieno[2,3-c]pyridazine CC1=C(C2=C(N=N1)SC1=C2N=CN=C1N1CC(CC1)C1=CC=CC=C1)C